Biphenyl-4-yl-(9,9-dimethyl-9H-fluoren-1-yl)-(4-fluoranthen-3-yl-phenyl)-amine C1(=CC=C(C=C1)N(C1=CC=C(C=C1)C=1C=CC=2C3=CC=CC=C3C3=CC=CC1C23)C2=CC=CC=3C1=CC=CC=C1C(C23)(C)C)C2=CC=CC=C2